BrC=1C2=CN(N=C2C=CC1)C\C=C\CBr 4-bromo-2-[(E)-4-bromobut-2-enyl]indazole